C(C)(C)(C)N(C(O)=O)C1CCN(CC1)C1=NC(=C(C=2N1C(=CN2)Br)C2=CC(=C(C=C2)OC)OCC2=CC=CC=C2)C2=CC(=C(C=C2)C#N)F.O=C2NCC1=C(C=CC=C21)C(F)(F)F 1-oxo-4-(trifluoromethyl)isoindoline tert-Butyl(1-(8-(3-(benzyloxy)-4-methoxyphenyl)-3-bromo-7-(4-cyano-3-fluorophenyl)imidazo[1,2-c]pyrimidin-5-yl)piperidin-4-yl)carbamate